FC(CC[SiH]([O-])C)(F)F trifluoropropyl-methylsilanolate